(S)-2-(tert-butoxycarbonyl-amino)-3-methylbutyric acid C(C)(C)(C)OC(=O)N[C@H](C(=O)O)C(C)C